tert-butyl ((4-(2-hydroxyethyl)phenyl)(imino)methyl)carbamate OCCC1=CC=C(C=C1)C(=N)NC(OC(C)(C)C)=O